ONC(=O)C(C(=O)NC1=CC(=CC=C1)CN1N=NC(=C1)CNS(=O)(=O)C1=CC=C(C=C1)I)CC(C)C 2-(Hydroxycarbamoyl)-N-[3-[[4-[[(4-iodophenyl)sulfonylamino]methyl]triazol-1-yl]methyl]phenyl]-4-methyl-pentanamide